(P)-1-(6-(4-(1,6-dimethyl-1H-indazol-7-yl)-3-methyl-7-(3-methyl-3-oxetanyl)-5,6,7,8-tetrahydro-1,7-naphthyridin-2-yl)-2,6-diazaspiro[3.4]octan-2-yl)-2-propen-1-one CN1N=CC2=CC=C(C(=C12)C1=C(C(=NC=2CN(CCC12)C1(COC1)C)N1CC2(CN(C2)C(C=C)=O)CC1)C)C